BrC=1C(=C(C(=O)OC(C)(C)C)C(=CC1)COCC1CC1)COC tert-butyl 3-bromo-6-((cyclopropylmethoxy)methyl)-2-(methoxymethyl)benzoate